3-(2-Chloro-4-fluoro-5-(3-methyl-2,6-dioxo-4-trifluoromethyl-3,6-dihydropyrimidin-1(2H)-yl)phenyl)-5-methyl-4,5-dihydroisoxazole-5-carboxylic acid ethyl ester C(C)OC(=O)C1(CC(=NO1)C1=C(C=C(C(=C1)N1C(N(C(=CC1=O)C(F)(F)F)C)=O)F)Cl)C